C(C1CO1)C=1C(=C(O)C=CC1C(C)(C)C1=CC=C(C=C1)O)CC1CO1 Diglycidyl-Bisphenol-A